2-chloro-2-(1,3-dimethyl-1H-pyrazol-4-yl)acetamide ClC(C(=O)N)C=1C(=NN(C1)C)C